[C@H]12CN(C[C@H](CC1)N2)C2=NC(=NC1=C(C(=CC=C21)C2=CC=CC1=CC=C(C(=C21)C#C)F)F)OC[C@]21CCCN1C[C@@H](C2)F 4-((1R,5S)-3,8-diazabicyclo[3.2.1]octan-3-yl)-7-(8-ethynyl-7-fluoronaphthalen-1-yl)-8-fluoro-2-(((2R,7aS)-2-fluorotetrahydro-1H-pyrrolizin-7a(5H)-yl)methoxy)quinazoline